NCCOCCOCCC(=O)NC1=C(C(=O)NC=2SC(=C(N2)C2CCN(CC2)C)C)C=CC=C1 2-(3-(2-(2-aminoethoxy)ethoxy)propan-amido)-N-(5-methyl-4-(1-methylpiperidin-4-yl)thiazol-2-yl)benzamide